3-chloro-8-(2-(difluoromethyl)pyridin-4-yl)imidazo[1,2-a]pyridine ClC1=CN=C2N1C=CC=C2C2=CC(=NC=C2)C(F)F